C[C@H]1N(C[C@@H](NC1)C)C1=CN=C(S1)C1=NNC(=C1CC(F)(F)F)C=1C=C(C=2N(C1)N=CN2)OC 5-((2R,5S)-2,5-dimethylpiperazin-1-yl)-2-(5-(8-methoxy-[1,2,4]triazolo[1,5-a]pyridin-6-yl)-4-(2,2,2-trifluoroethyl)-1H-pyrazol-3-yl)thiazole